(S)-3,5,6-trimethyl-3-((2-phenyl-1H-indol-3-yl)methyl)-2,3-dihydro-1H-inden-1-one C[C@@]1(CC(C2=CC(=C(C=C12)C)C)=O)CC1=C(NC2=CC=CC=C12)C1=CC=CC=C1